C(C)N(CC(=O)NC=1N=CC2=CC=C(C=C2C1)C1=CN=CS1)CC 2-(diethylamino)-N-(6-(thiazol-5-yl)isoquinolin-3-yl)acetamide